diacetyl-phenoxytin C(C)(=O)[Sn](OC1=CC=CC=C1)C(C)=O